C1(CC1)C1=C(CN2CCN(C3=C(C2=O)C=CC=N3)C)C=CC(=C1)OC(CCNC)C=1SC=CC1 4-(2-cyclopropyl-4-(3-(methylamino)-1-(thiophen-2-yl)propoxy)benzyl)-1-methyl-1,2,3,4-tetrahydro-5H-pyrido[2,3-e][1,4]diazepin-5-one